SCCC(=O)OCC(CO)(CO)CO pentaerythritol mono(3-mercaptopropionate)